CC1=NC(=NS1)C1CC1 2-(5-methyl-1,2,4-thiadiazol-3-yl)cyclopropane